C(C1=CC=CC=C1)C1=NC(=NN1)C(=O)N[C@@H]1C(N(C2=C(OC1)C=CC(=C2)C#C)C)=O (S)-5-benzyl-N-(7-ethynyl-5-methyl-4-oxo-2,3,4,5-tetrahydrobenzo[b][1,4]oxazepin-3-yl)-1H-1,2,4-triazole-3-carboxamide